FC(OC1=CC=C(C=C1)S(=O)(=O)N1C2CC(CC1CC2)N2C1CC(CC2CCC1)(F)F)F 9-(8-((4-(difluoromethoxy)phenyl)sulfonyl)-8-azabicyclo[3.2.1]oct-3-yl)-3,3-difluoro-9-azabicyclo[3.3.1]nonane